6-(3-aminophenyl)-5-methyl-2-phenyl-3-(piperidin-1-yl)pyrazolo[1,5-a]pyrimidin-7(4H)-one NC=1C=C(C=CC1)C1=C(NC=2N(C1=O)N=C(C2N2CCCCC2)C2=CC=CC=C2)C